ClC1=CC=C(C=C1)CN1C([C@H](CS(C2=C1C=C(C(=C2)F)C=2N(N=CC2)C2OCCCC2)(=O)=O)NC(OC(C)(C)C)=O)=O tert-butyl N-[(3R)-5-[(4-chlorophenyl)methyl]-8-fluoro-1,1,4-trioxo-7-(2-tetrahydropyran-2-ylpyrazol-3-yl)-2,3-dihydro-1λ6,5-benzothiazepin-3-yl]carbamate